COC1=CC=C(C=C1)CCC(=O)C2=C(C=C(C=C2O)OC)O 2',6'-dihydroxy-4,4'-dimethoxydihydrochalcone